(R)-6-(1-(2,2-difluoroethyl)-1H-pyrazol-4-yl)-N-(3-(difluoromethyl)-1-(1-(1-(2-hydroxypropionyl)piperidin-4-yl)azetidin-3-yl)-1H-pyrazol-4-yl)-2-pyridineamide FC(CN1N=CC(=C1)C1=CC=CC(=N1)C(=O)NC=1C(=NN(C1)C1CN(C1)C1CCN(CC1)C([C@@H](C)O)=O)C(F)F)F